5-bromo-2-((hydroxyimino)ethyl)-4-methylphenol BrC=1C(=CC(=C(C1)O)CC=NO)C